Butyl (E)-3-(quinolin-6-yl)acrylate N1=CC=CC2=CC(=CC=C12)/C=C/C(=O)OCCCC